benzyl-(2-fluoroethyl)-carbamate C(C1=CC=CC=C1)OC(NCCF)=O